tert-butyl 6-bromo-1-oxo-2,3-dihydro-1H-isoindole-2-carboxylate BrC1=CC=C2CN(C(C2=C1)=O)C(=O)OC(C)(C)C